COC1=CC=CC=2C=C(OC21)C(C)N 1-(7-methoxy-1-benzofuran-2-yl)ethanamine